[Na+].SC(C)S(=O)(=O)[O-].N[C@H](C(=O)O)CCC(=O)N[C@@H](CS)C(=O)NCC(=O)O glutathione Mercaptoethanesulfonate sodium